4-(1-(4-Fluorobenzoyl)-2,3-dihydro-1H-pyrrolo[2,3-c]pyridin-4-yl)benzonitrile FC1=CC=C(C(=O)N2CCC=3C2=CN=CC3C3=CC=C(C#N)C=C3)C=C1